(Z)-1-bromo-10-((3R)-3-((3R,10S,13R)-3-methoxy-10,13-dimethylhexadecahydro-1H-cyclopenta[a]phenanthren-17-yl)butyl)-8,8-dimethyl-7,9,11-trioxa-8-silanonacos-20-ene BrCCCCCCO[Si](OC(OCCCCCCCC\C=C/CCCCCCCC)CC[C@@H](C)C1CCC2C3CCC4C[C@@H](CC[C@@]4(C3CC[C@]12C)C)OC)(C)C